N-[5-[4-[(1,1-dioxo-1,4-thiazinan-4-yl)methyl]phenyl]-[1,2,4]triazolo[1,5-a]pyridin-2-yl]cyclopropanecarboxamide O=S1(CCN(CC1)CC1=CC=C(C=C1)C1=CC=CC=2N1N=C(N2)NC(=O)C2CC2)=O